CS(=O)(=O)N1CCC(CC1)NC(OC(C)(C)C)=O tert-butyl (1-(methylsulfonyl)piperidin-4-yl)carbamate